(4S)-4-amino-N-(3-bromo-2-chloro-phenyl)-4,5,6,7-tetrahydropyrazolo[1,5-a]pyridine-2-carboxamide N[C@@H]1C=2N(CCC1)N=C(C2)C(=O)NC2=C(C(=CC=C2)Br)Cl